tert-butyl 4-((4-(tert-butoxy)-2-(((S)-1-methylpyrrolidin-2-yl) methoxy) imidazo[2,1-f][1,2,4]triazin-7-yl) (hydroxy) methyl)-1H-indazole-1-carboxylate C(C)(C)(C)OC1=NC(=NN2C1=NC=C2C(C2=C1C=NN(C1=CC=C2)C(=O)OC(C)(C)C)O)OC[C@H]2N(CCC2)C